(S)-N-(5-chloro-7-(4-fluorophenyl)-3-methyl-2,3-dihydrofuro[2,3-c]pyridin-3-yl)-2-methylpropane-2-sulfinamide ClC=1C=C2C(=C(N1)C1=CC=C(C=C1)F)OCC2(C)N[S@@](=O)C(C)(C)C